NC=1C(=NC(=C(N1)F)C1=CC(=C(C=C1)C1CCOCC1)C)C=1C=C2CCNC(C2=CC1F)=O 6-(3-amino-5-fluoro-6-(3-methyl-4-(tetrahydro-2H-pyran-4-yl)phenyl)pyrazin-2-yl)-7-fluoro-3,4-dihydroisoquinolin-1(2H)-one